6,6-difluoro-2-azaspiro[3.3]heptane trifluoroacetic acid salt FC(C(=O)O)(F)F.FC1(CC2(CNC2)C1)F